C1=CC=CC=2C3=CC=CC=C3N(C12)C(CP(O)(O)=O)CCCC [2-(9H-carbazol-9-yl)hexyl]phosphonic acid